C1=CC=CC=2C3=CC=CC=C3C(C12)COC(=O)N([C@H](C(=O)O)CC1=CC=CC=C1)C (2S)-2-[9H-fluoren-9-ylmethoxycarbonyl(methyl)amino]-3-phenyl-propanoic acid